N,N-diethylethane-1-amine C(C)N(CC)CC